C[C@H]1C(NC=2C=NN(C2C=2C=CN=C([C@H](CCC1)NC(OCC1=CC=CC=C1)=O)C2)COCC[Si](C)(C)C)=O benzyl N-[(9R,13S)-9-methyl-8-oxo-3-{[2-(trimethylsilyl)ethoxy]methyl}-3,4,7,15-tetraazatricyclo[12.3.1.02,6]octadeca-1(18),2(6),4,14,16-pentaen-13-yl]carbamate